3-isocyanatopropyltris(methoxyethoxyethoxy)silane BIS(2-BUTYLOCTYL)7-((4-(DIMETHYLAMINO)BUTYL)(3-(OCTYLOXY)-3-OXOPROPYL)AMINO)TRIDECANEDIOATE C(CCC)C(COC(CCCCCC(CCCCCC(=O)OCC(CCCCCC)CCCC)N(CCC(=O)OCCCCCCCC)CCCCN(C)C)=O)CCCCCC.N(=C=O)CCC[Si](OCCOCCOC)(OCCOCCOC)OCCOCCOC